t-butylaminoethyl methacrylate C(C(=C)C)(=O)OCCNC(C)(C)C